n-octyl-1-[10-(4-octyliminopyridin-1-yl)decyl]pyridin-4-imine dihydrochloride Cl.Cl.C(CCCCCCC)C=1N(C=CC(C1)=N)CCCCCCCCCCN1C=CC(C=C1)=NCCCCCCCC